4-((8-methoxy-1,7-naphthyridin-4-yl)amino)benzenesulfonamide COC=1N=CC=C2C(=CC=NC12)NC1=CC=C(C=C1)S(=O)(=O)N